5-((5-(cyclohexylethynyl)-6-(trifluoromethoxy)pyridin-2-yl)oxy)-1H-1,2,3-triazole-4-carboxylic acid C1(CCCCC1)C#CC=1C=CC(=NC1OC(F)(F)F)OC1=C(N=NN1)C(=O)O